C(C1=CC=CC=C1)N1N=CC(=C1)C=1C(=CC(N(C1)C)=O)N1CCCC1 1-[5-(1-benzyl-1H-pyrazol-4-yl)-1-methyl-2-oxo-1,2-dihydro-pyridin-4-yl]-pyrrolidine